(2R)-2-[(4-amino-1-piperidyl)methyl]Morpholine-4-carboxylic acid tert-butyl ester C(C)(C)(C)OC(=O)N1C[C@H](OCC1)CN1CCC(CC1)N